1-(2,4-difluorophenyl)-3-(4-fluorophenyl)-N-(2-(3-hydroxy-3-methylcyclobutylamino)-2-oxoethyl)-5-methyl-4-(thiophen-2-yl)-4,5-dihydro-1H-pyrazole-5-carboxamide FC1=C(C=CC(=C1)F)N1N=C(C(C1(C(=O)NCC(=O)NC1CC(C1)(C)O)C)C=1SC=CC1)C1=CC=C(C=C1)F